[2H]C1=CCC(O1)=O 5-deuterofuran-2-one